4-(3-(1-acetylpiperidin-4-yl)-7-amino-1H-pyrazolo[4,3-d]pyrimidin-1-yl)-N-(2-fluorophenyl)benzamide C(C)(=O)N1CCC(CC1)C1=NN(C2=C1N=CN=C2N)C2=CC=C(C(=O)NC1=C(C=CC=C1)F)C=C2